C(C)C1=NC=2C(=C(N=NC2N)C2=CC(=CC=C2)OC)N=C1NC1CCOCC1 3-ethyl-8-(3-methoxyphenyl)-N2-(tetrahydro-2H-pyran-4-yl)pyrazino[2,3-d]pyridazine-2,5-diamine